N-((4-(1-cyclopropyl-1H-pyrazol-3-yl)-6-(4-fluorophenyl)pyridin-3-yl)methyl)acrylamide C1(CC1)N1N=C(C=C1)C1=C(C=NC(=C1)C1=CC=C(C=C1)F)CNC(C=C)=O